FC1=CC=C(C=C1)P1(OCC(CO1)(C)C)=O 2-(4-fluorophenyl)-5,5-dimethyl-1,3,2-dioxaphosphorinane-2-one